BrC1=CC(=C(C=C1OC)N1[C@H]2CO[C@@H](C1)C2)[N+](=O)[O-] (1R,4R)-5-(4-bromo-5-methoxy-2-nitrophenyl)-2-oxa-5-azabicyclo[2.2.1]heptane